OC1=NOC2=C1C=CC=C2 hydroxybenzo[d]isoxazole